C(=O)(O)CN1CCN(CCN(C[C@H](N(CC1)CC(=O)[O-])CC1=CC=C(C=C1)OCCOCCOCCOC)CC(=O)[O-])CC(=O)[O-].[Gd+3] Gadolinium 2,2',2''-[(2R)-10-(carboxymethyl)-2-(4-{2-[2-(2-methoxyethoxy)ethoxy] ethoxy}benzyl)-1,4,7,10-tetraazacyclododecane-1,4,7-triyl]triacetate